1,4-dioxa-7,9-diphenyl-8-{2,6-bis[2,6-diisopropyl-4-(2-methylphenyl)phenyl]phenyl}-8-phosphospiro[4.5]decane C1(=CC=CC=C1)C1CC2(OCCO2)CC(C1(P(=O)=O)C1=C(C=CC=C1C1=C(C=C(C=C1C(C)C)C1=C(C=CC=C1)C)C(C)C)C1=C(C=C(C=C1C(C)C)C1=C(C=CC=C1)C)C(C)C)C1=CC=CC=C1